C(C)(=O)O.CN(C)CCCCCCCCCCCC N,N-dimethyldodecyl-amine acetate